(2-(4-(4-chlorophenyl)tetrahydro-2H-pyran-4-yl)thiazol-4-yl)methanol ClC1=CC=C(C=C1)C1(CCOCC1)C=1SC=C(N1)CO